5-(3-cyclopropylphenoxy)-4-[(5R)-5-[(2,4-dichlorophenyl)methyl]-5,6-dihydro-4H-1,2,4-oxadiazin-3-yl]-2-methyl-pyridazin-3-one C1(CC1)C=1C=C(OC2=C(C(N(N=C2)C)=O)C2=NOC[C@H](N2)CC2=C(C=C(C=C2)Cl)Cl)C=CC1